COC(=O)C=1C=NC(=C(C1)F)N1CCC(CC1)(F)F 6-(4,4-Difluoropiperidin-1-yl)-5-fluoropyridine-3-carboxylic acid methyl ester